1-{2-[4-(difluoromethyl)phenyl]-3-(pyridin-4-yl)-6,7-dihydropyrazolo[1,5-a]pyrazin-5(4H)-yl}prop-2-en-1-one FC(C1=CC=C(C=C1)C1=NN2C(CN(CC2)C(C=C)=O)=C1C1=CC=NC=C1)F